1-(1,2-epoxyethyl)pyrene C1(CO1)C1=CC=C2C=CC3=CC=CC4=CC=C1C2=C34